1-(2,6-dimethylpyridin-3-yl)-N-{[5-(4-fluorophenyl)-1,3,4-thiadiazol-2-yl]methyl}-1H-1,2,3-triazole-4-carboxamide CC1=NC(=CC=C1N1N=NC(=C1)C(=O)NCC=1SC(=NN1)C1=CC=C(C=C1)F)C